ClC=1C=C2C=3C=C(C=C(C3NC2=CC1)CCNC(=N)N)NC1=C(C=C(C(=C1)F)Cl)Cl 1-(2-(6-Chloro-3-((2,4-dichloro-5-fluorophenyl)amino)-9H-carbazol-1-yl)ethyl)guanidine